COCC(CCC(C)C)(CCCC)COC 5,5-bis(methoxymethyl)-2-methylnonane